cyclopropan-1-amine hydrochloride Cl.C1(CC1)N